N-[4-[4-[[2-(4-chlorophenyl)-4,4-dimethylcyclohexen-1-yl]methyl]piperazin-1-yl]-2-(1H-pyrrolo[2,3-b]pyridin-5-yloxy)phenyl]sulfonyl-4-(morpholin-4-ylmethyl)-3-nitrobenzamide ClC1=CC=C(C=C1)C1=C(CCC(C1)(C)C)CN1CCN(CC1)C1=CC(=C(C=C1)S(=O)(=O)NC(C1=CC(=C(C=C1)CN1CCOCC1)[N+](=O)[O-])=O)OC=1C=C2C(=NC1)NC=C2